ethyl 6-chloro-1-((2-(trimethylsilyl)ethoxy)methyl)-1H-pyrrolo[2,3-b]pyridine-4-carboxylate ClC=1C=C(C2=C(N1)N(C=C2)COCC[Si](C)(C)C)C(=O)OCC